[(3aS,4R,6aR)-4-{[6-chloro-4-(trifluoromethyl)-3-pyridazinyl]oxy}hexahydrocyclopenta[c]pyrrol-2(1H)-yl](6,7-dihydro-4H-thieno[3,2-c]pyran-2-yl)methanone ClC1=CC(=C(N=N1)O[C@@H]1CC[C@H]2CN(C[C@H]21)C(=O)C2=CC=1COCCC1S2)C(F)(F)F